1-[3-chloro-5-[[1-methyl-3-(trifluoromethyl)pyrazol-4-yl]methoxy]phenyl]-5-(2-methoxy-3-pyridyl)-3-(3-pyridyl)pyrimidine-2,4-dione ClC=1C=C(C=C(C1)OCC=1C(=NN(C1)C)C(F)(F)F)N1C(N(C(C(=C1)C=1C(=NC=CC1)OC)=O)C=1C=NC=CC1)=O